thio-uridine triphosphate P(O)(=O)(OP(=O)(O)OP(=O)(O)O)OC[C@@H]1[C@H]([C@H]([C@@H](O1)N1C(=S)NC(=O)C=C1)O)O